methyl 4-(4-(7-chloro-4-(morpholine-4-carbonyl)quinolin-2-yl)phenyl)-4-nitrobutanoate ClC1=CC=C2C(=CC(=NC2=C1)C1=CC=C(C=C1)C(CCC(=O)OC)[N+](=O)[O-])C(=O)N1CCOCC1